4-((2,4-dioxo-3-phenethyl-3,4-dihydroquinazolin-1(2H)-yl)methyl)-N-hydroxythiophene-2-carboxamide O=C1N(C2=CC=CC=C2C(N1CCC1=CC=CC=C1)=O)CC=1C=C(SC1)C(=O)NO